BrC=1C(=C(C=C(C1)C(C)(C)CC)C12CC3CC(CC(C1)C3)C2)OCOC 1-(3-bromo-2-(methoxymethoxy)-5-(tert-pentyl)phenyl)adamantane